4-(3-fluorophenyl)-3-(2-methoxyphenyl)-1H-pyrazolo[3,4-b]pyridine FC=1C=C(C=CC1)C1=C2C(=NC=C1)NN=C2C2=C(C=CC=C2)OC